OCC(CO)NC1=CC(=NC(C1)C)S(=O)C 4-((1,3-dihydroxypropan-2-yl)amino)-6-methyl-2-(methylsulfinyl)-5,6-dihydropyridine